ClC1=C(C=2N=C(N=C(C2C=N1)O)C1(CC1)OC[C@]12CCCN2C[C@@H](C1)F)F 7-chloro-8-fluoro-2-(1-(((2R,7aS)-2-fluorotetrahydro-1H-pyrrolizin-7a(5H)-yl)methoxy)cyclopropyl)pyrido[4,3-d]pyrimidin-4-ol